(37-(4-(4-methoxy-4-oxobut-2-enamido)butanamido)-31,38-dioxo-2,5,8,11,14,17,20,23,26,29-decaoxa-32,39-diazatritetracontan-43-oyl)glycine COC(C=CC(=O)NCCCC(=O)NC(CCCCNC(COCCOCCOCCOCCOCCOCCOCCOCCOCCOC)=O)C(NCCCC(=O)NCC(=O)O)=O)=O